FC(C1=NN=C(O1)C1=C(C(=C(C=C1)CN1N=NC(=C1)C1=CC2=C(N(C(=N2)N)C)C=C1)F)F)F 5-[1-[[4-[5-(difluoromethyl)-1,3,4-oxadiazol-2-yl]-2,3-difluorophenyl]methyl]triazol-4-yl]-1-methylbenzimidazole-2-amine